(E)-cyclooctene C/1=C\CCCCCC1